azatrioxane N1OOOCC1